OC[C@@H]([C@H](C)O)N1N=NC(=C1)C(=O)NCC=1SC(=NN1)C1=CC=CC=C1 1-((2S,3S)-1,3-dihydroxybutan-2-yl)-N-((5-phenyl-1,3,4-thiadiazol-2-yl)methyl)-1H-1,2,3-triazole-4-carboxamide